(R)-N-(6-bromopyridin-2-yl)-5-methyl-2-azabicyclo[3.1.0]hexane-3-carboxamide BrC1=CC=CC(=N1)NC(=O)C1N[C@@H]2CC2(C1)C